(4-chloro-2-fluorophenyl)-5-({3-fluoro-2-[(methylsulfamoylsulfonyl)amino]pyridin-4-yl}methyl)-N,4-dimethylpyridin-3-amine ClC1=CC(=C(C=C1)C1=NC=C(C(=C1NC)C)CC1=C(C(=NC=C1)NS(=O)(=O)S(NC)(=O)=O)F)F